FC1=C(C=CC(=C1)F)C=1C=CC(=NC1)N1CCN(CC1)C(=O)O 4-(5-(2,4-Difluorophenyl)pyridin-2-yl)piperazine-1-carboxylic acid